[Br-].C(C)C=1NC=CC1 ethyl-pyrrole bromide